CO[C@H]1[C@@H](O[C@H]([C@@H]([C@H]1OCCC)OC)C)OC(NC1=CC=C(C=C1)C1=NN(C=N1)C1=CC=C(C=C1)OC(F)(F)F)=O [(2S,3R,4R,5S,6S)-3,5-dimethoxy-6-methyl-4-propoxy-tetrahydro-pyran-2-yl]-N-[4-[1-[4-(trifluoromethoxy)phenyl]-1,2,4-triazol-3-yl]phenyl]carbamate